N1C(=NC2=C1C=CC=C2)C2=CC=CC(=N2)N2CCN(CC2)C(=O)C=2CCC=NN2 6-(4-(6-(1H-benzo[d]imidazol-2-yl)pyridinyl)piperazine-1-carbonyl)-4,5-dihydropyridazine